2-oxo-1,2,5,6,7,8-hexahydro-quinoline-3-carboxylic acid O=C1NC=2CCCCC2C=C1C(=O)O